8-bromo-6-methyl-2-(1-piperidyl)quinazolin-4-ol BrC=1C=C(C=C2C(=NC(=NC12)N1CCCCC1)O)C